C(CCC)[Si](OC)(OC)CCCC Din-butyl-dimethoxysilane